OC=1C(C(=CN2N3[C@@H]([C@@H]([C@@H]([C@@H](N(C(C21)=O)C3)C)OC)OC)C)C(=O)NCC3=C(C=C(C=C3F)F)F)=O (1S,2R,3S,4R,5S)-8-hydroxy-3,4-dimethoxy-2,5-dimethyl-7,9-dioxo-N-(2,4,6-trifluorobenzyl)-2,3,4,5,7,9-hexahydro-1,6-methanopyrido[1,2-b][1,2,5]triazonine-10-carboxamide